1,1'-(3,3'-dipropyl[1,1'-biphenyl]-4,4'-diyl)bis{4-hydroxy-3-[(E)-diazenyl]naphthalene-2-sulfonic acid} C(CC)C=1C=C(C=CC1C1=C(C(=C(C2=CC=CC=C12)O)\N=N\[H])S(=O)(=O)O)C1=CC(=C(C=C1)C1=C(C(=C(C2=CC=CC=C12)O)\N=N\[H])S(=O)(=O)O)CCC